NCCNCC1=CC=C(C=C1)C#CC1=CC=C(C=C1)C1=CC(=NO1)CN1C(=NC=C1)[C@H](C)O (S)-1-(1-((5-(4-((4-(((2-aminoethyl)amino)methyl)phenyl)ethynyl)phenyl)isoxazole-3-yl)methyl)-1H-imidazol-2-yl)ethan-1-ol